BrCC(=O)C1=C(C=C(C=C1OC)Br)F 2-bromo-1-(4-bromo-2-fluoro-6-methoxyphenyl)ethan-1-one